C(C)(C)[SiH](O[Si](C)(C)O[Si](C)(C)C)C1=CC=CC=C1 isopropyl-phenyl-[(trimethylsiloxy)dimethyl-siloxy]silane